tert-Butyl (4-aminobutyl)carbamate NCCCCNC(OC(C)(C)C)=O